COC1=CC(=CC(=C1)C)OC 1,3-dimethoxy-5-methylbenzene